N1=C(C=CC2=CC=CC=C12)NC=1C=C2CCC(NC2=CC1)=O 6-(2-quinolylamino)-3,4-dihydro-1H-quinolin-2-one